ClC1=CC(=CC(=N1)N1[C@@H](COCC1)C)I (3R)-4-(6-chloro-4-iodopyridin-2-yl)-3-methylmorpholine